CC(CCC(O)O)CCCC 4-methyl-octanediol